4-chloro-5-(4-fluorophenyl)-6-(methoxymethyl)nicotinic acid methyl ester COC(C1=CN=C(C(=C1Cl)C1=CC=C(C=C1)F)COC)=O